methyl (E)-4-[benzyl-[(2R)-2-(tert-butoxycarbonylamino) propyl]amino]but-2-enoate C(C1=CC=CC=C1)N(C/C=C/C(=O)OC)C[C@@H](C)NC(=O)OC(C)(C)C